C1(=CC=CC=C1)C(S(=O)(=O)C1=CC=CC=C1)NC(OCC1=CC=CC=C1)=O benzyl (phenyl(phenylsulfonyl)methyl)carbamate